C(C1=CC=CC=C1)OCCCOCCN1C(=NC=2C(=NC=3C=CC=CC3C21)N)COCC 1-(2-(3-(benzyloxy)propoxy)ethyl)-2-(ethoxymethyl)-1H-imidazo[4,5-c]quinolin-4-amine